3-((((4-(2-(3-(trifluoromethyl)-1H-1,2,4-triazol-5-yl)imidazo[1,2-a]pyrimidin-3-yl)-1H-imidazol-1-yl)methoxy)carbonyl)oxy)propanoic acid FC(C1=NNC(=N1)C=1N=C2N(C=CC=N2)C1C=1N=CN(C1)COC(=O)OCCC(=O)O)(F)F